6-Chloro-3-[1-[6-fluoro-3-methyl-2-(1-methylpyrazol-4-yl)-4-oxo-chromen-8-yl]ethylamino]pyridine-2-carboxamide ClC1=CC=C(C(=N1)C(=O)N)NC(C)C=1C=C(C=C2C(C(=C(OC12)C=1C=NN(C1)C)C)=O)F